C(C1=CC=CC=C1)(C1=CC=CC=C1)(C1=CC=CC=C1)N1C=NC(=C1)CCCO 3-(1-trityl-1H-imidazol-4-yl)propan-1-ol